5-methylthieno[3,2-b]pyridine-3-carboxylic acid CC1=CC=C2C(=N1)C(=CS2)C(=O)O